2-(1-(4-acetyl-2,5-dimethoxyphenyl)butan-2-yl)isoindoline-1,3-dione C(C)(=O)C1=CC(=C(C=C1OC)CC(CC)N1C(C2=CC=CC=C2C1=O)=O)OC